C(C1=CC=CC=C1)OC(=O)N1C[C@@H](CC[C@@H]1C)NC=1C2=C(N=CN1)N(C=C2C(=O)OCCC)COCC[Si](C)(C)C propyl 4-(((3r,6s)-1-((benzyloxy) carbonyl)-6-methylpiperidin-3-yl) amino)-7-((2-(trimethylsilyl) ethoxy)-methyl)-7H-pyrrolo[2,3-d]pyrimidine-5-carboxylate